N=1NC(CC(C1)=O)=O pyridazine-3,5-dione